FC=1C=C(OC2=NC(=NC(=C2)C(F)(F)F)N2CCC(CC2)(O)CN2CCN(CCC2)C(=O)OC(C)(C)C)C=CC1 tert-butyl 4-({1-[4-(3-fluorophenoxy)-6-(trifluoromethyl) pyrimidin-2-yl]-4-hydroxypiperidin-4-yl} methyl)-1,4-diazacycloheptane-1-carboxylate